CN1CC(C(CC1)CC1=C2C=CNC2=C(C=C1)C)C1=CC=C(C(=O)O)C=C1 4-(1-methyl-4-((7-methyl-1H-indol-4-yl)methyl)piperidin-3-yl)benzoic acid